1,7-diazaspiro[4.4]Nonane-1-carboxylic acid tert-butyl ester C(C)(C)(C)OC(=O)N1CCCC12CNCC2